C(C=C)NC(\C=C\C(=O)O)=O N-allyl-fumaric acid amide